BrC=1C=C2C(NC(=NC2=CC1)CCl)=O 6-bromo-2-chloromethylquinazolin-4(3H)-one